(1-ethylcyclopentadienyl)(1,3-cyclooctadiene) iridium [Ir].C(C)C1(C=CC=C1)C1=CC=CCCCC1